NC1=NC=2C=C(C=CC2C2=C1N=C(N2CC(C)(C)O)CCCC)O 4-amino-2-butyl-1-(2-hydroxy-2-methylpropyl)-1H-imidazo[4,5-c]quinolin-7-ol